3,5-di-tert-butylcatechol C(C)(C)(C)C1=C(C(O)=CC(=C1)C(C)(C)C)O